2-[7-(3-mesylbenzyl)-2,7-diazaspiro[3.5]nonane-2-carbonyl]-2,5-diazaspiro[3.4]octan-6-one S(=O)(=O)(C)C=1C=C(CN2CCC3(CN(C3)C(=O)N3CC4(C3)NC(CC4)=O)CC2)C=CC1